[OH-].C(CCCC)P(CCCCC)(CCCCC)CCCCC tetrapentylphosphine hydroxide